Methyl (3S)-1-(3-fluoro-4-{6-[(1R)-1-methyl-1,2,3,4-tetrahydroisoquinoline-2-carbonyl]-8-(pyridin-3-yl)imidazo[1,2-a]pyridin-2-yl}phenyl)pyrrolidine-3-carboxylate FC=1C=C(C=CC1C=1N=C2N(C=C(C=C2C=2C=NC=CC2)C(=O)N2[C@@H](C3=CC=CC=C3CC2)C)C1)N1C[C@H](CC1)C(=O)OC